N-[(1S)-5-[2-(2-aminopyridin-3-yl)-5-(pyridin-4-yl)imidazo[4,5-b]pyridin-3-yl]-2,3-dihydro-1H-inden-1-yl]-3-formyl-4-hydroxybenzamide NC1=NC=CC=C1C1=NC=2C(=NC(=CC2)C2=CC=NC=C2)N1C=1C=C2CC[C@@H](C2=CC1)NC(C1=CC(=C(C=C1)O)C=O)=O